(3RS,4SR)-3-(4-Bromo-phenyl)-4-hydroxy-pyrrolidine-1-carboxylic acid tert-butyl ester C(C)(C)(C)OC(=O)N1C[C@H]([C@@H](C1)O)C1=CC=C(C=C1)Br |r|